di(4-methylphenyl)silane CC1=CC=C(C=C1)[SiH2]C1=CC=C(C=C1)C